CN1C=CC2=NC=CC=C21 1-methyl-1H-pyrrolo[3,2-b]pyridin